4-(difluoromethoxy)-6-methoxy-5-(4,4,5,5-tetramethyl-1,3,2-dioxaborolan-2-yl)pyrimidine FC(OC1=NC=NC(=C1B1OC(C(O1)(C)C)(C)C)OC)F